ammonium hydroxide salt [OH-].[NH4+]